COC(=O)C1=NC=CC(=N1)C1(CCCC1)O 4-(1-hydroxycyclopentyl)pyrimidine-2-carboxylic acid methyl ester